3-(3-cyclopropyl-1-hydroxy-1-(pyridin-4-yl)propyl)phenyl-3-(trifluoromethyl)-1H-pyrazole-5-carboxamide C1(CC1)CCC(C1=CC=NC=C1)(O)C=1C=C(C=CC1)N1N=C(C=C1C(=O)N)C(F)(F)F